(6As,10aS)-6,6,9-trimethyl-3-pentyl-6a,7,10,10a-tetrahydrobenzo[c]chromen-1-ol CC1(OC=2C=C(C=C(C2[C@@H]2[C@@H]1CC=C(C2)C)O)CCCCC)C